C(C)N(C1=NC(=CC2=C1N=CN(C2=O)[C@H](CO)C)C=2C=NC(=CC2)C(F)(F)F)CC (S)-8-(diethylamino)-3-(1-hydroxy-propan-2-yl)-6-(6-(trifluoromethyl)pyridin-3-yl)pyrido[3,4-d]pyrimidin-4(3H)-one